(S)-quinuclidin-3-yl ((R)-5-bromo-6-ethoxy-2,2-dimethyl-2,3-dihydro-1H-inden-1-yl)carbamate BrC=1C=C2CC([C@H](C2=CC1OCC)NC(O[C@@H]1CN2CCC1CC2)=O)(C)C